C(C)C(C(=O)O)CC.C(CCC)(=O)OCC ethyl butyrate (Ethylbutyrate)